amyl alcohol C(CCCC)O